BrC1=CC=C(OC2=CC=C(C=3C=CC=NC23)C#N)C=C1 8-(4-bromophenoxy)quinoline-5-carbonitrile